α-monoethylglutamic acid C(C)[C@](N)(CCC(=O)O)C(=O)O